(5R)-5-[(1R,3aS,3bS,5aR,6R,7S,9aR,9bS,11aR)-6,7-dihydroxy-9a,11a-dimethylhexadecahydro-1H-cyclopenta[1,2-a]phenanthrene-1-yl]hexanoic acid methyl ester COC(CCC[C@@H](C)[C@H]1CC[C@@H]2[C@@]1(CC[C@@H]1[C@]3(CC[C@@H]([C@@H]([C@@H]3CC[C@@H]21)O)O)C)C)=O